monocarboxyl benzenesulfonate C1(=CC=CC=C1)S(=O)(=O)OC(=O)O